CSC1=NN(C=N1)CC1=CC=C(C=C1)C1=NOC(=N1)C(F)(F)F 3-[4-[(3-methylsulfanyl-1,2,4-triazol-1-yl)methyl]phenyl]-5-(trifluoromethyl)-1,2,4-oxadiazole